4-[(2-bromophenyl)amino]-2-[(3,4-dihydro-1H-2-benzopyran-7-yl)amino]pyrimidine-5-carboxamide BrC1=C(C=CC=C1)NC1=NC(=NC=C1C(=O)N)NC1=CC2=C(CCOC2)C=C1